ethanone dihydrochloride salt Cl.Cl.C(C)=O